C1=C(C=CC2=CC=CC=C12)C1=C2C(=NNC2=CC=C1)N 4-(Naphthalen-2-yl)-1H-indazol-3-amine